C(C)(C)(C)[N-]C(C)(C)C.[Li+] lithium bis(t-butyl)amide